FC1=C2CN(CC2=CC=C1)C(=O)NCC(C1=CSC=C1)NC (+)-4-fluoro-N-(2-(methylamino)-2-(thiophen-3-yl)ethyl)isoindoline-2-carboxylic acid amide